methyl 3'-(2'-methyl-4,5-dihydro-1H-imidazol-1-yl)-[1,1']biphenyl-3-carboxylate CC=1N(CCN1)C=1C=C(C=CC1)C1=CC(=CC=C1)C(=O)OC